P1(ONO1)(=S)[S-] imino phosphorodithioate